NC(C(=O)O)(CCCCB(O)O)C1CCN(CC1)CC1=CC=C(C2=CC=CC=C12)F 2-amino-6-borono-2-(1-((4-fluoronaphthalen-1-yl)methyl)piperidin-4-yl)hexanoic acid